4-[1-(2-amino-1-phenylethyl)-3-(trifluoromethyl)-1H-pyrazol-4-yl]-3-(p-chlorophenyl)-2-pyridylamine NCC(C1=CC=CC=C1)N1N=C(C(=C1)C1=C(C(=NC=C1)N)C1=CC=C(C=C1)Cl)C(F)(F)F